C(C)(C)(C)OC(=O)O[C@@H]1[C@H]([C@H](N(C1)C(=O)OC(C)(C)C)CC1=CC=C(C=C1)OS(=O)(=O)C(F)(F)F)O tert-butyl (2R,3S,4S)-4-[(tert-butoxycarbonyl)oxy]-3-hydroxy-2-{[4-(trifluoromethanesulfonyloxy)phenyl]methyl}pyrrolidine-1-carboxylate